C1(CC1)C(C(OCC)=N)O ethyl 2-cyclopropyl-2-hydroxyethanimidate